Methyl-(naphthyl)diphenyloxysilane tert-butyl-(S)-3-((5-(2,4-difluoro-5-methylphenyl)imidazo[1,2-a]pyrazin-8-yl)amino)pyrrolidine-1-carboxylate C(C)(C)(C)OC(=O)N1C[C@H](CC1)NC=1C=2N(C(=CN1)C1=C(C=C(C(=C1)C)F)F)C=CN2.C[Si](OC2=CC=CC=C2)(OC2=CC=CC=C2)C2=CC=CC1=CC=CC=C21